6-(difluoromethyl)-8-((1R,2R)-2-hydroxy-2-methylcyclopentyl)-2-(1-(methylsulfonyl)-piperidin-4-ylamino)pyrido[2,3-d]pyrimidin-7(8H)-one FC(C1=CC2=C(N=C(N=C2)NC2CCN(CC2)S(=O)(=O)C)N(C1=O)[C@H]1[C@](CCC1)(C)O)F